N1N=CC(=C1)CC(=O)NC1CCC(CC1)N1C(C=C(C2=C1N=C(N=C2)NC2=CC=C(C=C2)N2CCN(CC2)C)C#C[Si](C(C)C)(C(C)C)C(C)C)=O 2-(1H-pyrazol-4-yl)-N-[(1s,4s)-4-(2-{[4-(4-methylpiperazin-1-yl)phenyl]amino}-7-oxo-5-[2-(triisopropylsilyl)ethynyl]pyrido[2,3-d]pyrimidin-8-yl)cyclohexyl]acetamide